FC(S(=O)(=O)[N-]S(=O)(=O)C(F)(F)F)(F)F.[K+] potassium bis(trifluoromethansulfonyl)amide